Methyl 2-((benzo[d][1,3]dioxol-5-yloxy)methyl)-4-bromobenzoate O1COC2=C1C=CC(=C2)OCC2=C(C(=O)OC)C=CC(=C2)Br